FC1=C(C=CC(=C1)F)S(=O)(=O)NC1=CC(=CN(C1=O)C)C=1C=C2C(=NC=NC2=CC1)N1CCN(CC1)C(=O)OC(C)(C)C Tert-butyl 4-(6-(5-((2,4-difluorophenyl)sulfonamido)-1-methyl-6-oxo-1,6-dihydropyridin-3-yl)quinazolin-4-yl)piperazine-1-carboxylate